(R)-3-(7-(4-bromo-3-(trifluoromethyl)benzoyl)-2-chloro-6-methyl-4-oxo-5,6,7,8-tetrahydropyrido[3,4-d]pyrimidin-3(4H)-yl)-N,1-dimethyl-1H-pyrazole-5-carboxamide BrC1=C(C=C(C(=O)N2CC=3N=C(N(C(C3C[C@H]2C)=O)C2=NN(C(=C2)C(=O)NC)C)Cl)C=C1)C(F)(F)F